(4-(2-hydroxyethyl)bicyclo[2.2.2]oct-1-yl)carbamic acid tert-butyl ester C(C)(C)(C)OC(NC12CCC(CC1)(CC2)CCO)=O